NC(C(=O)[O-])CCC amino-pentanoate